BrC=1C=C(C=C(C1)NS(=O)(=O)C)NC(=O)C=1C=NN(C1)C1=NC=C(C=C1)N1CC(N(CC1)C)=O N-(3-bromo-5-(methylsulfonamido)phenyl)-1-(5-(4-methyl-3-oxopiperazin-1-yl)pyridin-2-yl)-1H-pyrazole-4-carboxamide